rhodanine-3-acetic acid S1C(=S)N(C(=O)C1)CC(=O)O